(10-bromoanthracene-9-yl-1,2,3,4,5,6,7,8-d8)phenanthrene-1,2,3,4,5,6,7,8,10-d9 BrC1=C2C(=C(C(=C(C2=C(C2=C(C(=C(C(=C12)[2H])[2H])[2H])[2H])C1=C2C(=C(C(=C(C2=C2C(=C(C(=C(C2=C1[2H])[2H])[2H])[2H])[2H])[2H])[2H])[2H])[2H])[2H])[2H])[2H])[2H]